3-(7-(8-Ethyl-7-fluoro-3-hydroxynaphthalen-1-yl)-8-fluoro-2-(((2R,7aS)-2-fluorotetrahydro-1H-pyrrolizin-7a(5H)-yl)methoxy)pyrido[4,3-d]pyrimidin-4-yl)-3-azabicyclo[3.2.1]octan-8-ol C(C)C=1C(=CC=C2C=C(C=C(C12)C1=C(C=2N=C(N=C(C2C=N1)N1CC2CCC(C1)C2O)OC[C@]21CCCN1C[C@@H](C2)F)F)O)F